CC1=CC=C(N=N1)CN1N=C(C=CC1=O)C=1C=NC(=NC1)OCC(F)(F)F 2-((6-methylpyridazin-3-yl)methyl)-6-(2-(2,2,2-trifluoroethoxy)pyrimidin-5-yl)pyridazin-3(2H)-one